(1S)-1,2,3,4-TETRAHYDRO-BENZO[C]PHENANTHRENE C1CCCC=2C=CC=3C=CC=4C=CC=CC4C3C21